C1=CC(=CC=C1C(=O)O)N aminobenzoate